COC1=NN2C(N=C(C3=CC(=CC=C23)O)N[C@H](C)C2=CC(=CC(=C2)C(F)(F)F)[N+](=O)[O-])=C1 methoxy-5-{[(1R)-1-[3-nitro-5-(trifluoromethyl)phenyl]ethyl]amino}pyrazolo[1,5-a]quinazolin-7-ol